C1=C(C=CC2=CC=CC=C12)C1=CC=C2C=3C=CC(=CC3C(C2=C1)(CCCCCCCC)CCCCCCCC)B1OC(C(O1)(C)C)(C)C 7-(2-naphthyl)-9,9-di(n-octyl)-2-(4,4,5,5-tetramethyl-1,3,2-dioxaborolan-2-yl)fluorene